(2S,3S,4R,5R)-4-[[3-[4-Methoxy-6-(trifluoromethyl)-3-pyridyl]-4,5-dimethyl-5-(trifluoromethyl)tetrahydrofuran-2-carbonyl]amino]pyridin-2-carboxamid COC1=C(C=NC(=C1)C(F)(F)F)[C@H]1[C@H](O[C@]([C@@H]1C)(C(F)(F)F)C)C(=O)NC1=CC(=NC=C1)C(=O)N